(S)-tert-butyl 2-(chloromethyl)-1-((oxetan-2-yl) methyl)-1H-benzo[d]imidazole-6-carboxylate ClCC1=NC2=C(N1C[C@H]1OCC1)C=C(C=C2)C(=O)OC(C)(C)C